FC1=CC=2N(C=C1)C(=CN2)C2=C1CNC(C1=C(C=C2)NC2=NC(=C(C=C2)[C@@H]2COCC2)N2CCNCC2)=O (R)-4-(7-fluoroimidazo[1,2-a]pyridin-3-yl)-7-((6-(piperazin-1-yl)-5-(tetrahydrofuran-3-yl)pyridin-2-yl)amino)isoindolin-1-one